C12(C(CC=CC1)O2)C(=O)O.ClC2=CC(=NC=C2Cl)C(=O)NC(CC2CC2)(C)C2=NOC(=N2)C 4,5-dichloro-N-(1-cyclopropyl-2-(5-methyl-1,2,4-oxadiazol-3-yl)propan-2-yl)picolinamide 4-epoxycyclohexenate